p-chlorocinnamaldehyde ClC1=CC=C(C=CC=O)C=C1